7-bromo-1-(cyclopropylmethyl)-N,N-dimethyl-2-(1,2,3,6-tetrahydropyridin-5-yl)indole-5-carboxamide BrC=1C=C(C=C2C=C(N(C12)CC1CC1)C1=CCCNC1)C(=O)N(C)C